C1(=CC=CC=C1)C(C(=O)O)C1=CC=CC=C1 2,2-diphenylacetic acid